BrC=1C=C(C(=O)N=[S@](C2=C(C(=CC=C2)C)C2=C(C=CC=C2C)I)C2=CC=C(C=C2)C(C)(C)C)C=CC1 3-bromo-N-((S)-(4-(tert-butyl)phenyl)((R)-2'-iodo-6,6'-dimethyl-[1,1'-biphenyl]-2-yl)-λ4-sulfaneylidene)benzamide